Cl.N[C@@H](CC(=O)OC)C (R)-methyl 3-amino-butyrate hydrochloride